CN1N=C(C=C1)C=O 1-methyl-1H-pyrazole-3-carboxaldehyde